C(C)(=O)ON=C(C=CC1=CC=C(C=C1)Cl)C1=CC=CC=C1 3-(4-chlorophenyl)-1-phenylprop-2-en-1-one O-acetyl oxime